4-((5-Chloro-4-((2-(dimethylphosphino)phenyl)amino)pyrimidin-2-yl)amino)benzoic acid ClC=1C(=NC(=NC1)NC1=CC=C(C(=O)O)C=C1)NC1=C(C=CC=C1)P(C)C